5-bromo-3-((2-(3,3-dimethylbut-1-yn-1-yl)pyridin-4-yl)methoxy)pyrazin-2-amine BrC=1N=C(C(=NC1)N)OCC1=CC(=NC=C1)C#CC(C)(C)C